(5-(2,6-Dioxopiperidin-3-yl)pyridin-2-yl)piperidine-4-carboxylic acid O=C1NC(CCC1C=1C=CC(=NC1)N1CCC(CC1)C(=O)O)=O